COC=1C=NC=CC1CNC (3-methoxy-4-pyridyl)methyl-methyl-amine